Vinylene carbonate C1(OC=CO1)=O